FC=1C=CC=C(C(=O)N[C@@H]2CN(C[C@@H]2F)C(CC(F)(F)F)=O)C1 5-fluoro-N-[(3R,4S)-4-fluoro-1-(3,3,3-trifluoropropanoyl)pyrrolidin-3-yl]benzamide